(S)-N-(4-(1-Acetyl-2-methyl-1,2,3,4-tetrahydroquinolin-6-yl)benzyl)-7-chloro-5-morpholinoimidazo[1,2-c]pyrimidine-2-carboxamide C(C)(=O)N1[C@H](CCC2=CC(=CC=C12)C1=CC=C(CNC(=O)C=2N=C3N(C(=NC(=C3)Cl)N3CCOCC3)C2)C=C1)C